3,5-di-tert-butyl-2-hydroxybenzaldehyde C(C)(C)(C)C=1C(=C(C=O)C=C(C1)C(C)(C)C)O